4-(4-(tert-butyl)-pyridin-2-yl)dibenzo[b,d]furan-2-ol C(C)(C)(C)C1=CC(=NC=C1)C1=CC(=CC2=C1OC1=C2C=CC=C1)O